COC(C1=NC=NC=C1)OC 4-(dimethoxymethyl)pyrimidine